ClC=1C(=C(C=CC1F)N(C(=O)[C@H]1N(C(NC1)=O)C1=CC(=C2C(=N1)SC(=N2)C#N)C(F)(F)F)C)F (S)-N-(3-chloro-2,4-difluorophenyl)-3-(2-cyano-7-(trifluoromethyl)thiazolo[5,4-b]pyridin-5-yl)-N-methyl-2-oxoimidazolidine-4-carboxamide